O(S(=O)(=O)C(F)(F)F)C=1C=C2CCN3C(C2=CC1)=CC(=NC3=O)OCC31OCC(C3)(C1)C 2-((4-methyl-2-oxabicyclo[2.1.1]hex-1-yl)methoxy)-4-oxo-6,7-Dihydro-4H-pyrimido[6,1-a]isoquinolin-9-yl triflate